CC1=C(C(=C(C1([Zr]C1(C=CC2=CC=3CC(CC3C=C12)(C)C)C)C)C)C)C Pentamethylcyclopentadienyl-(1,6,6-trimethyl-1,5,6,7-tetrahydro-s-indacenyl)zirconium